5-fluoro-1-phenyl-4-(4-tert-butylphenyl)-3-trifluoromethyl-1H-pyrazole FC1=C(C(=NN1C1=CC=CC=C1)C(F)(F)F)C1=CC=C(C=C1)C(C)(C)C